1-(2-hydroxy-5-(4-((4-(isopropylamino)-5-((2R,3S)-2-methyl-3-((methylsulfonyl)methyl)azetidine-1-carbonyl)pyridin-2-yl)amino)pyrimidin-2-yl)phenyl)ethan-1-one OC1=C(C=C(C=C1)C1=NC=CC(=N1)NC1=NC=C(C(=C1)NC(C)C)C(=O)N1[C@@H]([C@H](C1)CS(=O)(=O)C)C)C(C)=O